BrC1(CC=C(C=CC2=CC(O)=CC(O)=C2)C=C1)O 4'-Bromoresveratrol